3-bromo-1-ethyl-4-methyl-1H-pyrazole BrC1=NN(C=C1C)CC